dimethyl-hexyne CC(C#CC)CCC